rel-5-[[2-[(2R,5S)-2-(6-Acetamido-3-pyridyl)-5-methyl-1-piperidyl]-2-oxo-acetyl]amino]-2-methoxy-pyridine-3-carboxamide C(C)(=O)NC1=CC=C(C=N1)[C@@H]1N(C[C@H](CC1)C)C(C(=O)NC=1C=C(C(=NC1)OC)C(=O)N)=O |o1:10,13|